COC(C1=C(N=C(C(=C1)Br)C)C)=O.CC1=CN=C(S1)C=1C=C(C(=O)N)C=C(C1)O[C@H]1COCC1 3-(5-methyl-1,3-thiazol-2-yl)-5-[(3R)-tetrahydro-furan-3-yloxy]benzamide methyl-5-bromo-2,6-dimethylnicotinate